N2-(4-methylpentan-2-yl)-N5-phenylpyridine-2,5-diamine CC(CC(C)NC1=NC=C(C=C1)NC1=CC=CC=C1)C